COC(=O)C1CN(C1)CC1=CC=C(C=C1)C1=CN=C([Se]1)C1=CC(=C(C=C1)OC(C)C)[N+]#[C-] 1-(4-(2-(3-isocyano-4-isopropoxyphenyl)-1,3-selenazol-5-yl)benzyl)azetidine-3-carboxylic acid methyl ester